ClC=1C(N(CCC1)C(\C=C\C1=CC(=CC=C1)[N+](=O)[O-])=O)=O (E)-3-chloro-1-(3-(3-nitrophenyl)acryloyl)-5,6-dihydropyridin-2(1H)-one